Racemic-octano-1,4-lactone C1(CC[C@@H](CCCC)O1)=O |r|